ClC1=NC(=NC(=N1)C1=CC=CC=C1)C1=CC=C(C=C1)C=1C(=C(C(=C(C1)C1=CC=CC=C1)C1=CC=CC=C1)C1=CC=CC=C1)C1=CC=CC=C1 2-chloro-4-phenyl-6-(3',4',5'-triphenyl-[1,1':2',1''-terphenyl]-4-yl)-1,3,5-triazine